O[C@](CC(=O)SCCNC(CCNC([C@@H](C(COP(OP(OC[C@@H]1[C@H]([C@H]([C@@H](O1)N1C=NC=2C(N)=NC=NC12)O)OP(=O)(O)O)(=O)O)(=O)O)(C)C)O)=O)=O)(CC(=O)O)C (S)-3-hydroxy-3-methylglutaryl-coa